methyl 4-butyl-1-(2,5-difluorophenyl)-3-(4-fluorophenyl)-5-methyl-4,5-dihydro-1H-pyrazole-5-carboxylate C(CCC)C1C(=NN(C1(C(=O)OC)C)C1=C(C=CC(=C1)F)F)C1=CC=C(C=C1)F